1-(Phenylsulfonyl)piperidine-2-carboxylic acid C1(=CC=CC=C1)S(=O)(=O)N1C(CCCC1)C(=O)O